6-tertiary-butylbenzene C(C)(C)(C)C1=CC=CC=C1